6-(2-(hydroxymethyl)-5,6-dihydro-[1,2,4]triazolo[1,5-a]pyrazin-7(8H)-yl)nicotinonitrile OCC1=NN2C(CN(CC2)C2=NC=C(C#N)C=C2)=N1